BrC=1C(=NN(N1)C)C1(CCC1)N 1-(5-bromo-2-methyl-2H-1,2,3-triazol-4-yl)cyclobutan-1-amine